N/C(/C(=O)O)=C/C(=O)O amino-maleic acid